5-(5-chloro-6-methoxy-3-pyridyl)-2-((3-methyl-5-(6-methyl-3-pyridyl)triazol-4-yl)methyl)pyridazin-3-one ClC=1C=C(C=NC1OC)C1=CC(N(N=C1)CC=1N(N=NC1C=1C=NC(=CC1)C)C)=O